C(C)(C)(C)OC(=O)N1[C@@H](COCC(C1)=C)COCC1=CC=CC=C1.OCCCCOC(C=C)=O.C(C=C)(=O)OCCC(C)O 3-hydroxybutyl acrylate 4-hydroxybutyl-acrylate tert-Butyl-(R)-3-((benzyloxy)methyl)-6-methylene-1,4-oxazepane-4-carboxylate